[Cl-].C1(=CC=CC=C1)P(C1=CC=CC=C1)C1=CC=CC=C1.C1(=CC=CC=C1)P(C1=CC=CC=C1)C1=CC=CC=C1.[Cu+2].[Cl-] copper bis(triphenylphosphine) chloride